{1-[1-(2,3-dihydro-1,4-benzodioxin-6-ylmethyl)piperidin-4-yl]-3-[4-(7H-pyrrolo[2,3-d]pyrimidin-4-yl)-1H-pyrazol-1-yl]azetidin-3-yl}acetonitrile O1CCOC2=C1C=CC(=C2)CN2CCC(CC2)N2CC(C2)(N2N=CC(=C2)C=2C1=C(N=CN2)NC=C1)CC#N